tert-butyl (S)-2-(2-(3-hydroxypyrrolidin-1-yl)-5-(isopropylsulfonyl)phenyl)-1H-indole-1-carboxylate O[C@@H]1CN(CC1)C1=C(C=C(C=C1)S(=O)(=O)C(C)C)C=1N(C2=CC=CC=C2C1)C(=O)OC(C)(C)C